N[C@H]1CS(C2=C(N(C1=O)CC1=CC=C(C=C1)Cl)C=C(C(=C2)F)C2=NC=NC(=C2)C(C)(C)C)(=O)=O (3R)-3-amino-7-(6-tert-butylpyrimidin-4-yl)-5-[(4-chlorophenyl)methyl]-8-fluoro-1,1-dioxo-2,3-dihydro-1λ6,5-benzothiazepine-4-One